C(CCCCCCCCCCCCCCCCC)P(OP(O)(O)CCCCCCCCCCCCCCCCCC)(O)O.OCC(CO)(CO)CO pentaerythritol bis(octadecyl)diphosphite